4-((4-(4-(trifluoromethyl)phenyl)phthalazin-1-yl)amino)piperidin-2-one FC(C1=CC=C(C=C1)C1=NN=C(C2=CC=CC=C12)NC1CC(NCC1)=O)(F)F